C(=O)O.NCCCC(C(C)C)N1CC2(C1)CN(CC2)C=2N=CN=NC2OC2=C(C(=O)N(C(C)C)CC)C=C(C=C2)F 2-((5-(2-(6-amino-2-methylhexan-3-yl)-2,6-diazaspiro[3.4]oct-6-yl)-1,2,4-triazin-6-yl)oxy)-N-ethyl-5-fluoro-N-isopropylbenzamide formate